C(=O)(C(=C)C)OC(COCC)(C)OC(=O)C(=C)C 2,2-dimethacroyloxy-1-ethoxypropane